2-isopropyl-5-methyltetrahydrospiro[cyclohexane-1,3'-pyrrolo[1,2-c]imidazole]-1'(2'H)-one C(C)(C)C1CCC(CC12NC(C1N2CCC1)=O)C